CS(=O)(=O)C=1C=C2C(=NC1)NC(=N2)N[C@@H](C(F)(F)F)C=2OC1=C(C2C)C=C(C=C1)F (R)-6-(methylsulfonyl)-N-(2,2,2-trifluoro-1-(5-fluoro-3-methylbenzofuran-2-yl)ethyl)-3H-imidazo[4,5-b]pyridin-2-amine